ClC1=C(C(=NC2=C(C=CC=C12)F)C(=O)N)Cl dichloro-8-fluoroquinolinamide